nonylene isocyanate C(CCCCCCCCN=C=O)N=C=O